rac-3-Fluoro-4-(((6-((4aR,7aS)-hexahydrofuro[3,4-b]pyrazin-1(2H)-yl)pyridin-2-yl)oxy)methyl)benzonitrile FC=1C=C(C#N)C=CC1COC1=NC(=CC=C1)N1[C@H]2[C@@H](NCC1)COC2 |r|